ClC=1C=CC(=C(C1)[N+]#N)C.C1(=CC=C(C=C1)C(=O)[NH-])C1=CC=CC=C1 (biphenyl-4-carboxamide)-5-chloro-2-methylbenzenediazonium salt